2'-bromo-3,4-dihydroxy-5-methoxy-5'-nitro-[1,1'-biphenyl]-2-carbaldehyde BrC1=C(C=C(C=C1)[N+](=O)[O-])C=1C(=C(C(=C(C1)OC)O)O)C=O